ClC=1C(=CC=C2N=CC(=NC12)C=1C=NN(C1)C1CC(C1)O)OC=1C=CC2=C(NC(=N2)C)C1 (1s,3s)-3-(4-(8-chloro-7-((2-methyl-1H-benzo[d]imidazol-6-yl)oxy)quinoxalin-2-yl)-1H-pyrazol-1-yl)cyclobutanol